C(N)(OC12CCC(CC1)(CC2)CN2N=C(C=1CN(CCC12)C1=C2C(=NC(=C1)C)N(N=C2)C)C)=O (4-((5-(1,6-dimethyl-1H-pyrazolo[3,4-b]pyridin-4-yl)-3-methyl-4,5,6,7-tetrahydro-1H-pyrazolo[4,3-c]pyridin-1-yl) methyl) bicyclo[2.2.2]oct-1-yl) carbamate